methyl (2S)-2-[[(2S)-2-[(7-chloro-5-methoxy-1H-indole-2-carbonyl)amino]-3-cyclopropyl-propanoyl]amino]-3-[(3R)-5,5-dimethyl-2-oxo-pyrrolidin-3-yl]propanoate ClC=1C=C(C=C2C=C(NC12)C(=O)N[C@H](C(=O)N[C@H](C(=O)OC)C[C@H]1C(NC(C1)(C)C)=O)CC1CC1)OC